4-[5-(4-chlorophenyl)-1-[4-(trifluoromethyl)-3-pyridyl]pyrrol-2-yl]-N-[2-(dimethylamino)ethyl]-benzamide ClC1=CC=C(C=C1)C1=CC=C(N1C=1C=NC=CC1C(F)(F)F)C1=CC=C(C(=O)NCCN(C)C)C=C1